COC=1C=C(N)C=C(C1C)OC 3,5-dimethoxy-4-methylaniline